FC1=C(C=C(C(=C1)F)F)CN 2,4,5-trifluorophenylmethylamine